S1C(=CC=C1)C1=CC=C(S1)\C=C\C=1SC(=CC1)C=1SC=CC1 (E)-(1,2-bis(5-(thiophen-2-yl)thiophen-2-yl)ethene)